FC=1C=CC(=NC1)CC(=O)N1CCN(CC1)C1=NC=C(C=C1)C1=C2C=NC=NC2=CC(=C1)C=1C=NN(C1)C 2-(5-Fluoropyridin-2-yl)-1-(4-(5-(7-(1-methyl-1H-pyrazol-4-yl)quinazolin-5-yl)pyridin-2-yl)piperazin-1-yl)ethan-1-one